4-(7-Bromo-3-hydroxy-quinolin-2-yl)-4-oxo-butyric acid ethyl ester C(C)OC(CCC(=O)C1=NC2=CC(=CC=C2C=C1O)Br)=O